ClC1=CC=C(C=C1)C=CCNC1=C(C=CC=C1)C N-(3-(4-chlorophenyl)allyl)-2-methylaniline